O=C1NC(CCC1N1C(C2=CC=C(C=C2C1)C(=O)NC1CC2(C1)CC(C2)C2=C(C=C(C=C2)C(F)(F)F)F)=O)=O 2-(2,6-dioxopiperidin-3-yl)-N-(6-(2-fluoro-4-(trifluoromethyl)phenyl)spiro[3.3]heptan-2-yl)-1-oxoisoindoline-5-carboxamide